CC1(OC2=CC=C(C=C2C(=C1)C1=CC=C(C=C1)C)C(C=C)O)C 1-(2,2-dimethyl-4-(p-tolyl)-2H-chromen-6-yl)prop-2-en-1-ol